N1CC(C1)OC=1C=NN(C1)CC1CC1 4-(azetidin-3-yloxy)-1-(cyclopropyl-methyl)-1H-pyrazole